tert-butyl (2R,3S,4S)-4-[(2-methoxyethoxy)methoxy]-3-[({2-[(1s,3r)-3-hydroxycyclobutyl]ethyl}carbamoyl)oxy]-2-{[4-(1,3-thiazol-5-yl)phenyl]methyl}pyrrolidine-1-carboxylate COCCOCO[C@@H]1[C@H]([C@H](N(C1)C(=O)OC(C)(C)C)CC1=CC=C(C=C1)C1=CN=CS1)OC(NCCC1CC(C1)O)=O